C(C1=CC=CC=C1)OCCN1C(=NC(=C1C(C)CC(C)(S(=O)N)C)C=1C(=NC=CC1)C(C)C)C [1-{1-[2-(benzyloxy)ethyl]-2-methyl-4-[2-(propan-2-yl)pyridin-3-yl]-1H-imidazol-5-yl}ethyl]-2-methylpropan-2-sulfinamide